C(C1=CC=CC=C1)(C1=CC=CC=C1)N1CC2(C1)N(C(C(N(C2=O)C(C2=CC=CC=C2)C2=CC=CC=C2)C)=O)CC2=CC=C(C=C2)C(F)(F)F 2,8-bis(benzhydryl)-7-methyl-5-(4-(trifluoromethyl)benzyl)-2,5,8-triazaspiro[3.5]nonane-6,9-dione